[C@@H]1([C@H](O)[C@H](O)[C@@H](O)[C@@H](O1)C)OC[C@@H]1[C@H]([C@@H]([C@H]([C@H](O)O1)O)O)O (α-L-rhamnopyranosyl-(1→6))-β-D-glucopyranose